ClC1=C(C=CC(=C1)C1=CC(=C2C=NNC2=C1)O[C@@H]1CNCC1)O (S)-2-chloro-4-(4-(pyrrolidin-3-yloxy)-1H-indazol-6-yl)phenol